3-(3-sulfopropyl)imidazolium S(=O)(=O)(O)CCC[N+]1=CNC=C1